C1(=CC(=CC(=C1)NC(C(C)(C)C)=O)NC(C(C)(C)C)=O)NC(C(C)(C)C)=O N,N',N''-1,3,5-benzenetriyltris(2,2-dimethyl-propanamide)